tert-butyl 4-(2-methoxy-4-(2-methyl-1-oxo-1,2-dihydro-2,7-naphthyridin-4-yl)phenoxy)piperidine-1-carboxylate COC1=C(OC2CCN(CC2)C(=O)OC(C)(C)C)C=CC(=C1)C1=CN(C(C2=CN=CC=C12)=O)C